1,3-Dimethyl-5-(2-methylpyridin-4-yl)-6-nitro-1,3-dihydro-2H-benzo[d]imidazol-2-one CN1C(N(C2=C1C=C(C(=C2)C2=CC(=NC=C2)C)[N+](=O)[O-])C)=O